3-((4-(difluoromethyl)-1,1,2,2-tetrafluoro-3-hydroxy-2,3-dihydro-1H-inden-5-yl)oxy)-5-methylbenzonitrile FC(C1=C2C(C(C(C2=CC=C1OC=1C=C(C#N)C=C(C1)C)(F)F)(F)F)O)F